4-[(6-methoxy-3-methyl-2-oxo-7-phenylimidazo[5,4-c]pyridin-1-yl)methyl]benzene-1-sulfonamide COC1=C(C2=C(C=N1)N(C(N2CC2=CC=C(C=C2)S(=O)(=O)N)=O)C)C2=CC=CC=C2